2-chloro-5-[1-(trifluoromethyl)cyclopropyl]pyridine tert-butyl-(R)-9-carbamoyl-8-nitro-1,2,4a,5-tetrahydrobenzo[b]pyrazino[1,2-d][1,4]oxazine-3(4H)-carboxylate C(C)(C)(C)OC(=O)N1C[C@H]2N(C3=C(OC2)C=C(C(=C3)C(N)=O)[N+](=O)[O-])CC1.ClC1=NC=C(C=C1)C1(CC1)C(F)(F)F